ClC=1C(=C(C2=C(CCO2)C1)C(=O)OC)C methyl 5-chloro-6-methyl-2,3-dihydro-1-benzofuran-7-carboxylate